FC=1C=C(C=NC1N1CCC(CC1)C(F)(F)F)NC=1C=CC2=C(OCC(N2)=O)C1 7-((5-fluoro-6-(4-(trifluoromethyl)piperidin-1-yl)pyridin-3-yl)amino)-2H-benzo[b][1,4]oxazin-3(4H)-one